N1-((3-(1-isobutylpiperidin-4-yl)-1H-pyrazol-4-yl)methyl)-N1,N2-dimethylethane-1,2-diamine trifluoroacetate FC(C(=O)O)(F)F.C(C(C)C)N1CCC(CC1)C1=NNC=C1CN(CCNC)C